2-(3,4-Dimethoxyphenyl)-5-hydroxy-6,7,8-trimethoxy-4H-1-benzopyran-4-one COC=1C=C(C=CC1OC)C=1OC2=C(C(C1)=O)C(=C(C(=C2OC)OC)OC)O